methyl-4-(2-piperidyl)Benzimidazole CC=1NC2=C(N1)C=CC=C2C2NCCCC2